CC=1C(=CC=2C(C=3C(=C(C=C(C3C2C1)O)NC)C)(C)C)O 3,8,9,9-tetramethyl-7-(methylamino)-9H-fluorene-2,5-diol